NCC1=NNC(C2=C(C=C(C=C12)C1=C(N(N=C1)C)C1=C(C2=CC=CC=C2C(=C1F)C)C#N)C)=O (M)-2-[4-[4-(aminomethyl)-8-methyl-1-oxo-2H-phthalazin-6-yl]-2-methyl-pyrazol-3-yl]-3-fluoro-4-methyl-naphthalene-1-carbonitrile